C=C(COC=1C(=C2CN(CC2=CC1OC)C(CCC(=O)O)=O)Cl)COC=1C(=C2CN(CC2=CC1OC)C(CCC(=O)O)=O)Cl 4,4'-((2-methylenepropane-1,3-diyl)bis(oxy)bis(4-chloro-6-methoxyisoindoline-5,2-diyl))bis(4-oxobutanoic acid)